7-((4-chloro-2-fluorobenzyl)amino)-3,4-dihydroisoquinolin ClC1=CC(=C(CNC2=CC=C3CCN=CC3=C2)C=C1)F